CC1(OC(C(O1)=O)(C)C)C 2,2,5,5-tetramethyl-1,3-dioxolan-4-one